2-[benzenesulfonyl-[3-[2-(8-chloro-4-oxo-chromen-2-yl)-5-(trifluoromethyl)phenoxy]propyl]amino]acetic acid C1(=CC=CC=C1)S(=O)(=O)N(CC(=O)O)CCCOC1=C(C=CC(=C1)C(F)(F)F)C=1OC2=C(C=CC=C2C(C1)=O)Cl